COC=1C=C(C=CC1)C=1N=C2SC3=C(N2C1)C=CC(=C3)S(=O)(=O)C 2-(3-methoxyphenyl)-7-(methylsulfonyl)benzo[d]imidazo[2,1-b]thiazole